ClC=1C=C2C(N(CN(C2=CC1F)C1=C(C=C(C=C1)F)C(C)C)C1=C(NC(C=C1)=O)C)=O 6-chloro-7-fluoro-1-(4-fluoro-2-isopropylphenyl)-3-(2-methyl-6-oxo-1,6-dihydropyridin-3-yl)-2,3-dihydroquinazolin-4(1H)-one